O[C@@H]1[C@@H](CO[C@@H]([C@@H]1O)CO)C(=O)NNC(C(F)(F)F)=O (3R,4R,5R,6R)-4,5-dihydroxy-6-(hydroxymethyl)-N'-(2,2,2-trifluoroacetyl)tetrahydro-2H-pyran-3-carbohydrazide